N[C@H]1CS(C2=C(N(C1=O)CC1=CC=C(C=C1)Cl)C=C(C(=C2)F)C2=NOC(=N2)N2C1COCC2CC1)(=O)=O (3R)-3-amino-5-[(4-chlorophenyl)methyl]-8-fluoro-7-[5-(3-oxa-8-azabicyclo[3.2.1]octan-8-yl)-1,2,4-oxadiazol-3-yl]-1,1-dioxo-2,3-dihydro-1lambda6,5-benzothiazepin-4-one